ClC1=NC=CC(=C1OC)C1=NN(C=N1)C 2-chloro-3-methoxy-4-(1-methyl-1H-1,2,4-triazol-3-yl)pyridine